N,N-bis[3-(dimethylamino)propyl]propane-1,3-diamine CN(CCCN(CCCN)CCCN(C)C)C